CC1(C(C(=CC(=C1)N1CCN(CC1)C(=O)OC(C)(C)C)OC)(C(=O)O)C)C(=O)O 1,2-dimethyl-5-[4-[(tert-butoxy)carbonyl]piperazin-1-yl]-3-methoxybenzene-1,2-dicarboxylic acid